(4-chlorophenyl)-2-(pyridin-2-yl)-4-(N,N-dimethylamino)butyronitrile ClC1=CC=C(C=C1)C(C#N)(CCN(C)C)C1=NC=CC=C1